CCCC[C@@H](C(=O)N1CC[C@@H]([C@H]1C(=O)N[C@@H](CO)C2=NC(=CO2)C(=O)N(C)C)C3=CC=CC=C3)NC(=O)[C@@H]4CC5=CC=CC=C5CN4C(=O)[C@H](C6CCN(CC6)C(=N)N)NC(=O)[C@H](CC7CCCCC7)NC(=O)C The molecule is a synthetic six-membered oligopeptide composed of the non-natural Ac-Cha, Gpg, Tic, Nle, betaPhPro and [S(oxaz)L]-NMe2 residues coupled in sequence.